2-cyclohexyl-2-(3,3-difluoropropyl)-1,3-dimethoxypropane C1(CCCCC1)C(COC)(COC)CCC(F)F